CN1CN(C2=C1C=CC=C2)CCCCCCCCC 1-methyl-3-nonylbenzimidazole